ethyl-4-aminopiperidine-1-carboxylate C(C)OC(=O)N1CCC(CC1)N